C(C)C(CC(C(C(=O)O)S(=O)(=O)O)(C(=O)O)CC(CCCC)CC)CCCC.FC1=CC=C(C=C1)S(=O)(=O)NC1=C(C=CC(=C1)NC(=O)NC1=CC=C(C=C1)SCC1=CC=C(C=C1)C(F)(F)F)O 4-fluoro-N-(2-hydroxy-5-(3-(4-((4-(trifluoromethyl)benzyl)thio)phenyl)ureido)phenyl)benzenesulfonamide bis(2-ethylhexyl)sulfosuccinate